N-(3-methyl-1-(4-(trifluoromethyl)benzyl)-1H-pyrrolo[2,3-b]pyridin-5-yl)acrylamide CC1=CN(C2=NC=C(C=C21)NC(C=C)=O)CC2=CC=C(C=C2)C(F)(F)F